COC1=CC=C(C=C1)C1=NOC(=C1)C1=CC=C(C=C1)CC(=O)N (4-(3-(4-methoxyphenyl)isoxazol-5-yl)phenyl)acetamide